R-2-((4-(benzyloxy)-3-phenethoxyphenoxy)methyl)oxirane C(C1=CC=CC=C1)OC1=C(C=C(OC[C@@H]2OC2)C=C1)OCCC1=CC=CC=C1